ClC1=CC=C2C(=CNC2=C1OCC(F)F)S(=O)(=O)Cl 6-chloro-7-(2,2-difluoroethoxy)1H-indole-3-sulfonyl chloride